ethyl 4-(difluoromethyl)-1-methyl-1H-pyrazole-3-carboxylate FC(C=1C(=NN(C1)C)C(=O)OCC)F